(1-mercapto-3-(thiazol-4-yl)propan-2-yl)carbamate SCC(CC=1N=CSC1)NC([O-])=O